N[C@H](CC1=C(C2=C(N=C(N=C2NCC=2OC=CC2)Cl)N1CC)F)C 6-[(2S)-2-aminopropyl]-2-chloro-7-ethyl-5-fluoro-N-[(furan-2-yl)methyl]-7H-pyrrolo[2,3-d]pyrimidin-4-amine